FC(COC(=O)N1C[C@H]([C@H](C1)F)NC(=O)C=1C(=NC=C(C1)C1=CC(=C2C(=NC=NN21)N)CN2CCC(CC2)(F)F)OC)(C(C(F)(F)F)(F)F)F 2,2,3,3,4,4,4-Heptafluorobutyl-(3R,4S)-3-(5-{4-amino-5-[(4,4-difluoropiperidin-1-yl)methyl]pyrrolo[2,1-f][1,2,4]triazin-7-yl}-2-methoxypyridin-3-amido)-4-fluoropyrrolidin-1-carboxylat